[N+](=O)([O-])C1=C(C=C(C=C1)C=1SC=CC1)NC(OCC1CN(C1)C(C)=O)=O (1-acetylazetidin-3-yl)methyl (2-nitro-5-(thiophen-2-yl)phenyl)carbamate